Phosphothionate P(=O)(=O)S(=O)[O-]